FC(C1CN(CC1)C1=CC=C(C=N1)C1CN(C1)C(=O)N1C[C@H](CC1)C(=O)N)(F)F |r| Rac-(3S)-1-[3-[6-[3-(trifluoromethyl)pyrrolidin-1-yl]-3-pyridinyl]azetidine-1-carbonyl]pyrrolidine-3-carboxamide